N-(3-Hydroxy-2,6-dimethyl-phenyl)-2-[[1-[2-(5-methoxy-2-pyridyl)acetyl]-4-piperidyl]methylamino]thiazole-5-carboxamide OC=1C(=C(C(=CC1)C)NC(=O)C1=CN=C(S1)NCC1CCN(CC1)C(CC1=NC=C(C=C1)OC)=O)C